OCCC/C=C/C1=C2CN(C(C2=CC=C1)=C=O)C1C(NC(CC1)=O)=O (E)-3-(4-(5-hydroxypent-1-en-1-yl)-1-carbonylisoindolin-2-yl)piperidine-2,6-dione